BrC1=NN(C(=C1)C(=O)Cl)C1=NC=C(C=C1Cl)Cl 3-bromo-1-(3,5-dichloropyridin-2-yl)-1H-pyrazole-5-carboxylic acid chloride